NCC1=C(C=C(C=C1F)C=1N=C2SC3=C(N2C1)C=CC(=C3)C(=O)NCCCN3CCCCC3)Cl (4-(aminomethyl)-3-chloro-5-fluorophenyl)-N-(3-(piperidin-1-yl)propyl)benzo[d]imidazo[2,1-b]thiazole-7-carboxamide